2-(5-(2,4-Dichlorophenyl)thiophen-2-yl)-1-(4-methylpiperazin-1-yl)ethan-1-on ClC1=C(C=CC(=C1)Cl)C1=CC=C(S1)CC(=O)N1CCN(CC1)C